6-fluoro-5-[4-({6-fluoro-4-oxo-5H-furo[3,2-C]quinolin-7-yl}methyl)piperazin-1-yl]-N-methylpyridine-2-carboxamide FC1=C(C=CC(=N1)C(=O)NC)N1CCN(CC1)CC=1C=CC=2C3=C(C(NC2C1F)=O)C=CO3